6-bromo-9-(4-tert-butylpyridin-2-yl)-2-methoxycarbazole BrC=1C=C2C=3C=CC(=CC3N(C2=CC1)C1=NC=CC(=C1)C(C)(C)C)OC